3-((6-(3-((((R)-1-(2-chloro-phenyl)ethoxy)carbonyl)-amino)thiophen-2-yl)-2-meth-ylpyridin-3-yl)carbamoyl)-2,2-difluorocyclopropane-1-carboxylic acid ClC1=C(C=CC=C1)[C@@H](C)OC(=O)NC1=C(SC=C1)C1=CC=C(C(=N1)C)NC(=O)C1C(C1C(=O)O)(F)F